(R)-tert-butyl (1-(6-methyl-2-(4-((1-(2-(N-methylmethylsulfonamido)benzoyl)indolin-5-yl)sulfonyl)piperazin-1-yl)pyrimidin-4-yl)pyrrolidin-3-yl)carbamate CC1=CC(=NC(=N1)N1CCN(CC1)S(=O)(=O)C=1C=C2CCN(C2=CC1)C(C1=C(C=CC=C1)N(S(=O)(=O)C)C)=O)N1C[C@@H](CC1)NC(OC(C)(C)C)=O